pyridine-2,5-dicarboxylic acid N-oxide [N+]=1(C(=CC=C(C1)C(=O)O)C(=O)O)[O-]